N1C=NC2=NC=C(C=C21)C#N 1H-imidazo[4,5-b]pyridine-6-carbonitrile